9-Cyclopentyl-N-((1R,2S)-2-(3,4-difluorophenyl)cyclopropyl)-2-(propylsulfanyl)-9H-purin-6-amine C1(CCCC1)N1C2=NC(=NC(=C2N=C1)N[C@H]1[C@@H](C1)C1=CC(=C(C=C1)F)F)SCCC